F[C@@H]1CN(CC[C@H]1NC1=C2C=C(N(C2=CC=C1)CC(F)(F)F)C#CCNC1=C(C=C(C(=O)NC)C=C1)OC)C |r| rac-4-{[3-(4-{[(3R,4R)-3-fluoro-1-methylpiperidin-4-yl]amino}-1-(2,2,2-trifluoroethyl)-1H-indol-2-yl)prop-2-yn-1-yl]amino}-3-methoxy-N-methylbenzamide